5-[4-[[(5-cyclopropyl-2-pyridyl)amino]methyl]-2-fluoro-6-hydroxy-phenyl]-1,1-dioxo-1,2,5-thiadiazolidin-3-one C1(CC1)C=1C=CC(=NC1)NCC1=CC(=C(C(=C1)O)N1CC(NS1(=O)=O)=O)F